L-alanine 2-methoxylphosphorylPropyl ester O(C)P(=O)=C(COC([C@@H](N)C)=O)C